6-bromo-2,5-dimethylnicotinaldehyde BrC1=NC(=C(C=O)C=C1C)C